5,6-bis(2-methylphenyl)-1H-benzimidazole-1-carboxylic acid methyl ester COC(=O)N1C=NC2=C1C=C(C(=C2)C2=C(C=CC=C2)C)C2=C(C=CC=C2)C